1,3-Diazadispiro[4.1.57.15]tridecane-2,4,10-trione Ammonium carbonate C([O-])([O-])=O.[NH4+].N1C(NC(C12CC1(CCC(CC1)=O)C2)=O)=O.[NH4+]